C(#N)C1(CC1)NS(=O)(=O)C=1C=C(C=2N(C1)C(=NC2)C=2SC(=NN2)C(F)(F)F)N2CCN(CC2)C(=O)[C@H]2NC[C@@H](C2)O N-(1-cyanocyclopropyl)-8-(4-((2S,4R)-4-hydroxypyrrolidine-2-carbonyl)piperazin-1-yl)-3-(5-(trifluoromethyl)-1,3,4-thiadiazol-2-yl)imidazo[1,5-a]pyridine-6-sulfonamide